2-methyl-4-cyano-benzenesulfonyl chloride CC1=C(C=CC(=C1)C#N)S(=O)(=O)Cl